bromotris-(dimethylamino)phosphonium hexafluorophosphate F[P-](F)(F)(F)(F)F.Br[P+](N(C)C)(N(C)C)N(C)C